O1CCC=CC(C1)=O 2,3-dihydro-oxepin-6-one